N1=C(C=NC=C1)N1CCN(C2=CC=CC=C12)C(=O)NC1N(CCCC1)C(=O)OC(C)(C)C tert-Butyl (4-(pyrazin-2-yl)-1,2,3,4-tetrahydroquinoxaline-1-carboxamido)piperidin-1-carboxylate